FC(C(=O)OCC)(C1=CC(=CC=C1)C(F)(F)F)F ethyl 2,2-difluoro-2-(3-(trifluoromethyl)phenyl)acetate